C(C)N(CC)C[SiH](C1=CC=C(C=C1)C(=C)C1=CC=CC=C1)COC 1-[4-(diethylaminomethylmethoxymethylsilyl)phenyl]-1-phenylethylene